(S)-3-n-butylphthalide C(CCC)[C@@H]1OC(=O)C2=CC=CC=C12